2,6-dimethylheptan-2-ol CC(C)(CCCC(C)C)O